FC=1C=C(C=CC1)[C@H](CNC(CCC1CCC(CC1)O)(C)C)O (1S,4r)-4-(3-(((R)-2-(3-Fluorophenyl)-2-hydroxyethyl)amino)-3-methylbutyl)-cyclohexan-1-ol